COC=1C=C2CCN(CC2=CC1N)C([2H])([2H])[2H] 6-Methoxy-2-(methyl-d3)-1,2,3,4-tetrahydroisoquinolin-7-amine